2-(2,2,7-trifluoro-3-oxo-4-prop-2-ynyl-3,4-dihydro-2H-benzo[1,4]oxazin-6-yl)-4,5,6,7-tetrahydro-isoindole FC1(OC2=C(N(C1=O)CC#C)C=C(C(=C2)F)N2C=C1CCCCC1=C2)F